C(CC)C1=CC=C(C=C1)C1=CC=CC=C1 4'-propyl-biphenyl